CC(C)(CC)OC 2-Methyl-2-methoxybutane